1-amino-N-(3,4-dimethoxyphenyl)cyclohexane-1-carboxamide NC1(CCCCC1)C(=O)NC1=CC(=C(C=C1)OC)OC